8-oxa-6-azaspiro[3.4]octan C1CCC12CNCO2